N1(CCC1)CC1(CC1)NC(C(C)(C)C1=C(C=C(C=C1)Cl)F)=O N-(1-(azetidin-1-ylmethyl)cyclopropyl)-2-(4-chloro-2-fluorophenyl)-2-methylpropanamide